CN1N=CC(=C1)C#CC1=CC=CC=2C=C(N(S(C21)(=O)=O)C2=CC=CC=C2)C(C)NC(=O)C=2C(=NN1C2N=CC=C1)NS(N)(=O)=O N-(1-(8-((1-methyl-1H-pyrazol-4-yl)ethynyl)-1,1-dioxo-2-phenyl-2H-benzo[e][1,2]thiazin-3-yl)ethyl)-2-(sulfamoylamino)pyrazolo[1,5-a]pyrimidine-3-carboxamide